7-((S)-3-(dimethylamino)pyrrolidin-1-yl)-N-(5-fluoroquinolin-6-yl)-5-((R)-1-(oxetan-3-yl)ethoxy)quinazolin-4-amine CN([C@@H]1CN(CC1)C1=CC(=C2C(=NC=NC2=C1)NC=1C(=C2C=CC=NC2=CC1)F)O[C@H](C)C1COC1)C